O=C1N(C2(CC2)CC1)CC(=O)OC methyl 2-(5-oxo-4-azaspiro[2.4]heptan-4-yl)acetate